COC1=CC=C(COC2=C(C#N)C=C(C=C2)C=C)C=C1 ((4-methoxybenzyl)oxy)-5-vinylbenzonitrile